2-methyl-4-phenylthiazole-5-carboxamide CC=1SC(=C(N1)C1=CC=CC=C1)C(=O)N